BrC1=C2C=NN(C2=CC(=C1C1(CCC1)O)Cl)C1OCCCC1 1-(4-bromo-6-chloro-1-(tetrahydro-2H-pyran-2-yl)-1H-indazol-5-yl)cyclobutan-1-ol